BrC=1N=CN(C1)C1=CC=C(C=C1)N1[C@H]2CN([C@@H](C1)C2)C (1R,4R)-2-(4-(4-Bromo-1H-imidazol-1-yl)phenyl)-5-methyl-2,5-diazabicyclo[2.2.1]heptane